ClC=1N=CC2=C(N1)N(C(=C2)C(=O)OC)C2CCCC2 methyl 2-chloro-7-cyclopentyl-7H-pyrrolo[2,3-D]pyrimidine-6-carboxylate